N1(N=CN=C1)CCNC1=NC(=CC=C1C1=CC=CC=C1)NC1=CC=CC=C1 N2-(2-(1H-1,2,4-triazol-1-yl)ethyl)-N6,3-diphenylpyridine-2,6-diamine